2-(3-(5-cyclobutyl-1,2,4-oxadiazol-3-yl)phenyl)malonyl chloride C1(CCC1)C1=NC(=NO1)C=1C=C(C=CC1)C(C(=O)Cl)C(=O)Cl